succinimide 3-(2-pyridyldithio)propionate (1R,3S)-3-[3-({[3-(methoxymethyl)-1-methyl-1H-pyrazol-5-yl]carbonyl}amino)-1H-pyrazol-5-yl]cyclopentyl-propan-2-ylcarbamate COCC1=NN(C(=C1)C(=O)NC1=NNC(=C1)[C@@H]1C[C@@H](CC1)N(C(O)=O)C(C)C)C.N1=C(C=CC=C1)SSCCC(=O)O.C1(CCC(N1)=O)=O